CC1(OC(C(O1)(Cl)F)(Cl)F)C 2,2-di(methyl)-4,5-difluoro-4,5-dichloro-1,3-dioxolane